tert-Butyl 9-(3-hydroxy-4-nitrophenyl)-3,9-diazaspiro[5.5]undecane-3-carboxylate OC=1C=C(C=CC1[N+](=O)[O-])N1CCC2(CCN(CC2)C(=O)OC(C)(C)C)CC1